FC1=CC=C(C=C1)N1CC(C2=C1N=C(N=C2NC)NC21CC(C2)(C1)C=1OC(=NN1)C)(C)C 7-(4-Fluorophenyl)-N4,5,5-trimethyl-N2-[3-(5-methyl-1,3,4-oxadiazol-2-yl)-1-bicyclo[1.1.1]pentanyl]-6H-pyrrolo[2,3-d]pyrimidin-2,4-diamin